2-(3-methyl-2,3-dihydropyrrolo[3',2':5,6]pyrido[2,3-b][1,4]oxazin-1(6H)-yl)benzamide CC1CN(C2=C(O1)N=C1C(=C2)C=CN1)C1=C(C(=O)N)C=CC=C1